tert-butyl N-[1-(3-methyl-2-nitro-imidazol-4-yl)ethyl]-N-[[7-morpholino-5-[4-[[5-(trifluoromethyl)pyrimidin-2-yl]amino]cyclohexoxy]-1,6-naphthyridin-3-yl]sulfonyl]carbamate CN1C(=NC=C1C(C)N(C(OC(C)(C)C)=O)S(=O)(=O)C=1C=NC2=CC(=NC(=C2C1)OC1CCC(CC1)NC1=NC=C(C=N1)C(F)(F)F)N1CCOCC1)[N+](=O)[O-]